FC1=C(C=CC(=C1)F)C1=C2C(=NC=C1)OC(C(C2)C)CO 5-(2,4-difluorophenyl)-2-(hydroxymethyl)-3-methyl-3,4-dihydro-2H-pyrano[2,3-b]Pyridine